[N+](=O)([O-])NC(O)=N nitryl-isourea